[Na+].OC(CC(=O)[O-])C D,L-3-hydroxybutyrate sodium salt